C(C=C)(=O)N1C(C(C1)N1C(N(C2=CC=C(C=C2C1=O)S(=O)(=O)NC1(CC1)C)CC1CC1)=O)C 3-(1-acryloyl-2-methyl-azetidin-3-yl)-1-(cyclopropyl-methyl)-N-(1-methylcyclopropyl)-2,4-dioxo-1,2,3,4-tetrahydroquinazoline-6-sulfonamide